dimethyl-d-amine C([2H])NC[2H]